C(C)OC(=O)C=1SC=C(C1NC(C[N+]1(CCC(CC1)(C)C)CC(=O)NC1=C(SC=C1C)C(NCCCNC)=O)=O)C 1-(2-((2-(ethoxycarbonyl)-4-methylthiophen-3-yl)amino)-2-oxoethyl)-4,4-dimethyl-1-(2-((4-methyl-2-((3-(methylamino)propyl)carbamoyl)thiophen-3-yl)amino)-2-oxoethyl)piperidin-1-ium